CC=1C=C(C=C(C1)C)NC(OC1CN(C1)C1=CC(=C(C(=C1)F)C1C(NC(CC1)=O)=O)F)=O 1-(4-(2,6-dioxopiperidin-3-yl)-3,5-difluorophenyl)azetidin-3-yl (3,5-dimethyl phenyl)carbamate